4-(2-methoxyphenyl)-N-(3-(methylsulfonamido)phenyl)thiophene-2-carboxamide COC1=C(C=CC=C1)C=1C=C(SC1)C(=O)NC1=CC(=CC=C1)NS(=O)(=O)C